4-(3-aminophenoxy)benzoic acid NC=1C=C(OC2=CC=C(C(=O)O)C=C2)C=CC1